[Si](C)(C)(C)N[C@@H](CC1=CNC=N1)C(=O)O TMS-histidine